(2S,3S)-3-(2,4-dimethylphenyl)-4-methylpentan-2-yl N-({3-[(isobutyryloxy)methoxy]-4-methoxypyridin-2-yl}carbonyl)-L-alaninate C(C(C)C)(=O)OCOC=1C(=NC=CC1OC)C(=O)N[C@@H](C)C(=O)O[C@@H](C)[C@@H](C(C)C)C1=C(C=C(C=C1)C)C